3-((5-chloro-2-((4-(4-methyl-piperazin-1-yl)-2-(trifluorometh-yl)phenyl)amino)pyrimidin-4-yl)amino)thiophene-2-carboxamide ClC=1C(=NC(=NC1)NC1=C(C=C(C=C1)N1CCN(CC1)C)C(F)(F)F)NC1=C(SC=C1)C(=O)N